C(C1=CC=CC=C1)N1CCN2C(=CC=C2)C12CCN(CC2)C(=O)C2=CC(=C(C=C2)OC(C)C)C (2-benzylspiro[3,4-dihydropyrrolo[1,2-a]pyrazin-1,4'-piperidine]-1'-yl)-(4-isopropoxy-3-methyl-phenyl)methanone